OC=1C=CC=C2C=CC(=NC12)C 8-Hydroxyquinaldine